C(CC)S(=O)(=O)O propansulfonic acid